dimethyl-diethoxytetrahydrofuran CC1(C(OCC1)(OCC)OCC)C